(l)-1,3-bis(isocyanatomethyl)benzene N(=C=O)CC1=CC(=CC=C1)CN=C=O